tert-butyl (S)-(1-(5-(4-fluorophenyl)isoxazol-3-yl)-6-(2-(isoxazol-3-yl)-1,3-dioxolan-2-yl)hexyl)carbamate FC1=CC=C(C=C1)C1=CC(=NO1)[C@H](CCCCCC1(OCCO1)C1=NOC=C1)NC(OC(C)(C)C)=O